azetidin-3-yl 1-(2-((6-(5-(6-methylpyridin-2-yl)-1H-imidazol-4-yl)quinolin-3-yl)amino)ethyl)piperidine-4-carboxylate CC1=CC=CC(=N1)C1=C(N=CN1)C=1C=C2C=C(C=NC2=CC1)NCCN1CCC(CC1)C(=O)OC1CNC1